3,4-dichlorophenyl 3-deoxy-3-[4-(3-thienyl)-1H-1,2,3-triazol-1-yl]-1-thio-alpha-D-galactopyranoside S1C=C(C=C1)C=1N=NN(C1)[C@@H]1[C@H]([C@@H](SC2=CC(=C(C=C2)Cl)Cl)O[C@@H]([C@@H]1O)CO)O